4-(2-((phenylmethyl)sulfonamido)-4-(4-(4-((6-(trifluoromethyl)pyridazin-3-yl)oxy)phenyl)-piperidine-1-carbonyl)phenyl)piperidin-1-ium 2,2,2-trifluoroacetate FC(C(=O)[O-])(F)F.C1(=CC=CC=C1)CS(=O)(=O)NC1=C(C=CC(=C1)C(=O)N1CCC(CC1)C1=CC=C(C=C1)OC=1N=NC(=CC1)C(F)(F)F)C1CC[NH2+]CC1